(S)-quinuclidin-3-yl (5-(6-isopropoxypyridin-3-yl)-2,2-dimethyl-2,3-dihydro-1H-inden-1-yl)carbamat C(C)(C)OC1=CC=C(C=N1)C=1C=C2CC(C(C2=CC1)NC(O[C@@H]1CN2CCC1CC2)=O)(C)C